2,4,6-tris(dibromomethyl)s-triazine BrC(C1=NC(=NC(=N1)C(Br)Br)C(Br)Br)Br